2-(2-methoxy-6-(trifluoromethyl)isonicotinamido)benzo[d]thiazole-6-carboxylic acid COC=1C=C(C(=O)NC=2SC3=C(N2)C=CC(=C3)C(=O)O)C=C(N1)C(F)(F)F